COC1=C(C=CC=C1)NC(=O)C=1C(NC(NC1C)=O)C1=CC(=CC=C1)C N-(2-methoxyphenyl)-6-methyl-4-(3-methylphenyl)-2-oxo-3,4-dihydro-1H-pyrimidine-5-Carboxamide